4-(((3s,4r)-1-((5-chloropyridin-2-yl)sulfonyl)-4-hydroxy-4-((R)-1-hydroxy-3-methylbutyl)pyrrolidin-3-yl)oxy)-2-fluorobenzonitrile ClC=1C=CC(=NC1)S(=O)(=O)N1C[C@@H]([C@@](C1)([C@@H](CC(C)C)O)O)OC1=CC(=C(C#N)C=C1)F